NCC1=CC=C(C=C1)C=1N(C=C(N1)C(F)(F)F)C1CN(C1)C(C)=O (3-(2-(4-(aminomethyl)phenyl)-4-(trifluoromethyl)-1H-imidazol-1-yl)azetidin-1-yl)ethan-1-one